C(C)(C)(C)OC(=O)N1CC2(C1)CCN(CC2)C=2C=NC(=CC2)[N+](=O)[O-] 7-(6-nitropyridin-3-yl)-2,7-diazaspiro[3.5]nonane-2-carboxylic acid tert-butyl ester